tertetrazine N1=NN=NC(=C1)C=1N=NN=NC1C=1N=NN=NC1